4-amino-3-methylimidazo[1,5-a]pyrido[3,4-e]pyrazine-8-carboxylic acid hydrochloride Cl.NC=1C=2N(C3=C(N1)C=NC(=C3)C(=O)O)C=NC2C